5-(6-(3-oxa-8-azabicyclo[3.2.1]octan-8-yl)-2-(3-oxa-8-azabicyclo[3.2.1]octan-8-yl)pyrimidin-4-yl)-4-(difluoromethyl)pyridin-2-amine C12COCC(CC1)N2C2=CC(=NC(=N2)N2C1COCC2CC1)C=1C(=CC(=NC1)N)C(F)F